CN(CCN(CC)CC=1C=C(C#N)C=CC1)C 3-(((2-(dimethylamino)ethyl)(ethyl)amino)methyl)benzonitrile